methyl (3R,4S)-4-hydroxy-3-(methoxymethyl)chromane-6-carboxylate O[C@H]1[C@@H](COC2=CC=C(C=C12)C(=O)OC)COC